ClC=1C(=NC=C(C1)C(C)(C)O)CNC(=O)[C@H]1CCN(C2(CC2)C1)C(=O)C1=NNC(=C1)C1=CC(=NC=C1F)OC (S)-N-((3-chloro-5-(2-hydroxypropan-2-yl)pyridin-2-yl)methyl)-4-(5-(5-fluoro-2-methoxypyridin-4-yl)-1H-pyrazole-3-carbonyl)-4-azaspiro[2.5]octane-7-carboxamide